(3,6-dihydropyridin-1(2H)-yl)-3-(o-tolyloxy)propan-2-ol tert-butyl-4-(3-methyl-5-((3-methylpyrazin-2-yl)methyl)-6-oxo-5,6-dihydropyrido[2,3-b]pyrazin-7-yl)piperidine-1-carboxylate C(C)(C)(C)C1N(CCC(C1)C1=CC=2C(=NC(=CN2)C)N(C1=O)CC1=NC=CN=C1C)C(=O)OC(CN1CCC=CC1)COC1=C(C=CC=C1)C